The molecule is a D-glucose monophosphate in which the phosphate group is located at position 1. It has a role as a fundamental metabolite. It derives from a D-glucose and a D-glucopyranose. It is a conjugate acid of a D-glucopyranose 1-phosphate(2-). C([C@@H]1[C@H]([C@@H]([C@H](C(O1)OP(=O)(O)O)O)O)O)O